ClCC(=O)N[C@@H]1CN(CCC1)C([C@@H](C)OC1=CC=C2C(=CC(OC2=C1)=O)C1=C(C=C(C=C1)F)Cl)=O 2-chloro-N-[(3S)-1-[(2R)-2-[4-(2-chloro-4-fluoro-phenyl)-2-oxo-chromen-7-yl]oxypropanoyl]-3-piperidyl]acetamide